((2R,6R)-2,6-dimethylpiperazin-1-yl)methanone C[C@H]1N([C@@H](CNC1)C)C=O